N-((4-(4-methoxy-3-methylphenyl)bicyclo[2.2.2]oct-1-yl)methyl)-4-(1-(tert-pentyl)-1H-pyrazol-4-yl)pyridin-2-amine COC1=C(C=C(C=C1)C12CCC(CC1)(CC2)CNC2=NC=CC(=C2)C=2C=NN(C2)C(C)(C)CC)C